C(C#C)NC(=O)C1CNC1 N-(prop-2-yn-1-yl)azetidine-3-carboxamide